(R)-4-(2-Amino-2-methylpropanoyl)-N-(1-(4-((4-((S)-1-aminoethyl)piperidin-1-yl)methyl)phenyl)-2-oxo-1,2-dihydropyrimidin-4-yl)-3-methylpiperazine-1-carboxamide hydrochloride salt Cl.NC(C(=O)N1[C@@H](CN(CC1)C(=O)NC1=NC(N(C=C1)C1=CC=C(C=C1)CN1CCC(CC1)[C@H](C)N)=O)C)(C)C